2-(3-ethoxy-2-hydroxyphenyl)-4(s)-methylimidazole C(C)OC=1C(=C(C=CC1)C=1NC=C(N1)C)O